C(C)(C)(C)OC(=O)C1CC=NO1 4,5-dihydroisoxazole-5-carboxylic acid tert-butyl ester